1,2-dihydrophthalazine C1NN=CC2=CC=CC=C12